3-(5-(1-((1,2,4-oxadiazol-3-yl)methyl)piperidin-4-yl)-1-oxoisoindolin-2-yl)piperidine-2,6-dione O1N=C(N=C1)CN1CCC(CC1)C=1C=C2CN(C(C2=CC1)=O)C1C(NC(CC1)=O)=O